6-(benzyloxy)-4-ethyl-2-fluoro-3-iodoaniline C(C1=CC=CC=C1)OC1=CC(=C(C(=C1N)F)I)CC